FC1=CC=C(CC2=CC3=C(OC[C@@H](N3C(=O)OC(C)(C)C)COS(=O)(=O)C)N=C2C)C=C1 tert-butyl (R)-7-(4-fluorobenzyl)-6-methyl-2-(((methylsulfonyl) oxy) methyl)-2,3-dihydro-1H-pyrido[2,3-b][1,4]oxazine-1-carboxylate